BrC1=CC=C(C=C1)N1C([C@@H](CCC1)NC(OC(C)(C)C)=O)=O tert-butyl (R)-(1-(4-bromophenyl)-2-oxopiperidin-3-yl)carbamate